2,5-dimethacryloyloxyethyloxycarbonyl-1,4-benzenedicarboxylic acid C(C(=C)C)(=O)OCCOC(=O)C1=C(C=C(C(=C1)C(=O)O)OC(C(=C)C)=O)C(=O)O